C(=O)N1C(COCC1)=O N-formyl-morpholineOne